C(C)OC(C(=C)C)=O.C(C(=C)C)(=O)O methacrylic acid ethyl-methacrylate